ClC1=CC(=C(COC2=NSC=C2C2=CC(=C(CC3=NC4=C(N3CCOC)C=C(C=C4)C(=O)O)C(=C2)F)F)C=C1)F (4-(3-((4-chloro-2-fluorobenzyl)oxy)isothiazol-4-yl)-2,6-difluorobenzyl)-1-(2-methoxyethyl)-1H-benzo[d]imidazole-6-carboxylic acid